C(CCC)(=O)OC1=CC=C(C(=O)OCCC=C(C(=O)N)C)C=C1 2-(4-butyroxybenzoyloxy)ethyl-methacrylamide